methyl-4-chlorobutyl-oxygen COCCCCCl